2,3-difluoro-benzotrifluoride FC1=C(C=CC=C1F)C(F)(F)F